FC1=C(OCC2=NNC(O2)=S)C=CC=C1F 5-[(2,3-difluorophenoxy)methyl]-1,3,4-oxadiazole-2(3H)-thione